glutarimide furandicarboxylate salt O1C(=C(C=C1)C(=O)O)C(=O)O.C1(CCCC(N1)=O)=O